N'-(3-dimethylaminopropyl)carbodiimide HCl Cl.CN(CCCN=C=N)C